ClC1=NC=C(C(=N1)NCC1=CC=C(C=C1)N1N=C(C=C1C)C(F)(F)F)OCC(=O)OCC ethyl 2-({2-chloro-4-[({4-[5-methyl-3-(trifluoromethyl)-1H-pyrazol-1-yl]phenyl}methyl)amino]pyrimidin-5-yl}oxy)acetate